N1C(C=CC=C1)=O PYRIDIN-2-ON